N-(1-((R)-piperidin-2-yl)ethyl)-4-(7H-pyrrolo[2,3-d]pyrimidin-4-yl)-3,4-dihydro-2H-1,4-thiazine-6-carboxamide hydrochloride Cl.N1[C@H](CCCC1)C(C)NC(=O)C1=CN(CCS1)C=1C2=C(N=CN1)NC=C2